CN(C1CCC2(CCN(CC2)C(CC#N)=O)CC1)C=1C2=C(N=CN1)NC=C2 3-{9-[Methyl-(7H-pyrrolo[2,3-d]pyrimidin-4-yl)-amino]-3-aza-spiro[5.5]undec-3-yl}-3-oxo-propionitrile